8-ethynyl-7-fluoronaphthalen C(#C)C=1C(=CC=C2C=CC=CC12)F